CC1=C(C=C(C(=O)N2CCC(CC2)C2=CC=C(C#N)C=C2)C=C1)C1=NC2=C(C=NC(=C2)N2CCN(CC2)C)N1 4-(1-(4-methyl-3-(6-(4-methylpiperazin-1-yl)-3H-imidazo[4,5-c]pyridin-2-yl)benzoyl)piperidin-4-yl)benzonitrile